OC1=CC(=CC(=C1)C)C 1-hydroxy-3,5-dimethyl-benzene